C(=O)C=1C=C(C2=C(N1)NN=C2C(C)C)C(=O)[O-] 6-formyl-3-isopropyl-1H-pyrazolo[3,4-b]pyridine-4-carboxylate